CC1=C(C=NO)C(=CC(=C1OCC1OC1)C)C 2,4,6-trimethyl-3-(oxiran-2-ylmethoxy)benzaldehyde oxime